C(=O)C1=CC(=C(C=C1)B(O)O)OC (4-formyl-2-methoxyphenyl)boronic acid